BrC=1C(=C(OCCCN2[C@@H](CN(CC2)C(=O)OC(C)(C)C)C(F)(F)F)C=CC1)C (S)-tert-butyl 4-(3-(3-bromo-2-methylphenoxy)propyl)-3-(trifluoromethyl)piperazine-1-carboxylate